4-(2-aminoethyl)benzenesulfonamide NCCC1=CC=C(C=C1)S(=O)(=O)N